2,3-Difluoro-4-morpholinophenylboronic acid FC1=C(C=CC(=C1F)N1CCOCC1)B(O)O